5-fluoro-4-(1-isopropyl-2-methyl-1H-benzo[d]imidazol-6-yl)pyrimidin-2-amine FC=1C(=NC(=NC1)N)C=1C=CC2=C(N(C(=N2)C)C(C)C)C1